FC(C(=O)[O-])(F)F.[NH3+]CC(=O)NCC(=O)N[C@@H]([C@@H](C)CC)C(=O)N[C@@H](CCCNC(N)=O)C(=O)O N-(Azaniumylacetyl)glycyl-L-isoleucyl-N5-carbamoyl-L-ornithine trifluoroacetate